1-(3-cyanobenzyl)-N5-cyclopropyl-N3-methyl-2-oxo-1,2-dihydropyridine-3,5-dicarboxamide C(#N)C=1C=C(CN2C(C(=CC(=C2)C(=O)NC2CC2)C(=O)NC)=O)C=CC1